C1=CC(=C(C=C1CC(=O)O)O)O The molecule is a dihydroxyphenylacetic acid having the two hydroxy substituents located at the 3- and 4-positions. It is a metabolite of dopamine. It has a role as a human metabolite. It is a dihydroxyphenylacetic acid and a member of catechols. It derives from a phenylacetic acid. It is a conjugate acid of a (3,4-dihydroxyphenyl)acetate.